tert-butyl (R)-(1-(4-ethoxy-5-((2-methylimidazo[1,2-a]pyridin-6-yl)carbamoyl)pyrimidin-2-yl)pyrrolidin-3-yl)(methyl)carbamate C(C)OC1=NC(=NC=C1C(NC=1C=CC=2N(C1)C=C(N2)C)=O)N2C[C@@H](CC2)N(C(OC(C)(C)C)=O)C